COC(CCCCC\C=C/CCCCCCCCOCC(COCCCCCCCCCC)N(C)C)=O.C(C)(C)(C)N=P(N1CCCC1)(N1CCCC1)N1CCCC1 tert-butylimino-tri(pyrrolidino)phosphorane (Z)-methyl-16-(3-(decyloxy)-2-(dimethylamino)propoxy)hexadec-7-enoate